C(C1=CC=CC=C1)N1[C@H](C[C@H](C1)O[Si](C)(C)C(C)(C)C)C(=O)OC Methyl (2R,4R)-1-benzyl-4-[tert-butyl(dimethyl)silyl]oxy-pyrrolidine-2-carboxylate